ClC1=C(C=CC=C1)C=1C(=NN2C1C=C(C=C2)C)C(=O)N2[C@@H](CC1(CN(C1)C(C=C)=O)CC2)C (R)-1-(7-(3-(2-chlorophenyl)-5-methylpyrazolo[1,5-a]pyridine-2-carbonyl)-6-methyl-2,7-diazaspiro[3.5]nonan-2-yl)prop-2-en-1-one